ClC=1C(=C(C=CC1)/C=C/C(=O)NN1C(=C(C(C=C1)=C=O)O)C)F (trans)-3-(3-chloro-2-fluorophenyl)-N-(3-hydroxy-2-methyl-4-carbonylpyridine-1(4H)-yl)acrylamide